9-amino-2-(cyclopropylmethyl)-7-fluoro-1,2,3,4-tetrahydro-1,4-benzodiazepin-5-one NC1=CC(=CC=2C(NCC(NC21)CC2CC2)=O)F